tert-butyl (1-(methoxy(methyl)carbamoyl)cyclopropyl)carbamate CON(C(=O)C1(CC1)NC(OC(C)(C)C)=O)C